2-{4-[(1-methyl-1H-pyrrole-2-carbonyl)-amino]-phenyl}-1H-benzimidazole-5-carboxylic acid CN1C(=CC=C1)C(=O)NC1=CC=C(C=C1)C1=NC2=C(N1)C=CC(=C2)C(=O)O